FC1=CC(=C(C(=C1)C1=CC(=NC=C1)OC)CC(=O)O)C(C)C 2-[4-fluoro-2-isopropyl-6-(2-methoxy-4-pyridyl)phenyl]acetic acid